2,2,2-trifluoroethyl α-chloroacrylate ClC(C(=O)OCC(F)(F)F)=C